N-[(3-(4-trifluoromethylpyridin-2-yloxy)phenyl)thiocarbamoyl]furan-2-carboxamide FC(C1=CC(=NC=C1)OC=1C=C(C=CC1)NC(=S)NC(=O)C=1OC=CC1)(F)F